3,4,5-trifluorophenylboronic acid magnesium salt [Mg+2].FC=1C=C(C=C(C1F)F)B([O-])[O-]